CC1([C@H](C1)C(=O)N1CC2(C1)CN(C[C@H]2COC2=CN=CC1=C(C=CC=C21)C2CCOCC2)C(=O)C2=CN=CS2)C ((S)-2-((S)-2,2-dimethylcyclopropanecarbonyl)-8-(((8-(tetrahydro-2H-pyran-4-yl)isoquinolin-4-yl)oxy)methyl)-2,6-diazaspiro[3.4]octan-6-yl)(thiazol-5-yl)methanone